C(C)[C@@]12C\C=C/[C@@H](CC[C@@H]2C1)OC(C)=O ethyl-(1S,5R,8R,9S,Z)-5-acetoxybicyclo[6.1.0]non-3-ene